C1(CCCCC1)CC(=O)OCC(C(C(C(C(C(F)F)(F)F)(F)F)(F)F)(F)F)(F)F Cyclohexaneacetic acid, 2,2,3,3,4,4,5,5,6,6,7,7-dodecafluoroheptyl ester